N-t-butoxycarbonyl-L-cysteine ethyl ester C(C)OC([C@@H](NC(=O)OC(C)(C)C)CS)=O